3-bromo-7-chlorothieno[3,2-b]pyridine BrC1=CSC=2C1=NC=CC2Cl